2,6-bis(p-azidobenzeneyl)-4-methylcyclohexanone N(=[N+]=[N-])C1=CC=C(C=C1)C1C(C(CC(C1)C)C1=CC=C(C=C1)N=[N+]=[N-])=O